(4-(4-fluorophenyl)-1H-pyrrol-2-yl)(3,4,5-trimethoxyphenyl)methanone FC1=CC=C(C=C1)C=1C=C(NC1)C(=O)C1=CC(=C(C(=C1)OC)OC)OC